PHTHALIC ACID DIETHYLESTER C(C)OC(C=1C(C(=O)OCC)=CC=CC1)=O